COC(C1=CC(=C(C(=C1)OC)C1CCCC1)OC)=O 4-cyclopentyl-3,5-dimethoxybenzoic acid methyl ester